O1C2(OCC1)CC1=C(C(=CS1)C#N)CC2 4,7-dihydro-5H-spiro[1-benzothiophene-6,2'-[1,3]dioxolane]-3-carbonitrile